ClC1=NC2=CC=C(C=C2C(=C1C(=O)OCC)Cl)F ethyl 2,4-dichloro-6-fluoro-quinoline-3-carboxylate